FC1=C(C=CC=C1)N1C(N(C2=CC=CC=C2C1=O)CC1=CC=C(C=C1)/C=C/C(=O)NO)=O (E)-3-(4-((3-(2-fluorophenyl)-2,4-dioxo-3,4-dihydroquinazolin-1(2H)-yl)methyl)phenyl)-N-hydroxyacrylamide